NC=1C2=C(N=CN1)N(C(=C2C2=CC=C(C=C2)OC2=NC(=CC=C2)C)C2CN(CC2)C(\C=C\C)=O)C (E)-1-(3-(4-amino-7-methyl-5-(4-((6-methylpyridin-2-yl)oxy)phenyl)-7H-pyrrolo[2,3-d]pyrimidin-6-yl)pyrrolidin-1-yl)but-2-en-1-one